ClC1=CC=C(C=C1)C=1C(CCCC1)N1CC2(C1)CCN(CC2)C2=CC(=C(C(=O)NS(=O)(=O)C1=CC(=C(C=C1)NCCCN1CCOCC1)[N+](=O)[O-])C=C2)OC=2C=C1C(=NC2)NC=C1 4-[2-[2-(4-chlorophenyl)cyclohex-2-en-1-yl]-2,7-diazaspiro[3.5]nonan-7-yl]-N-[4-(3-morpholinopropylamino)-3-nitro-phenyl]sulfonyl-2-(1H-pyrrolo[2,3-b]pyridin-5-yloxy)benzamide